(6-(2-(2,4-Difluorophenyl)-1-hydroxy-2-methylpropyl)pyridin-3-yl)carbamic acid tert-butyl ester C(C)(C)(C)OC(NC=1C=NC(=CC1)C(C(C)(C)C1=C(C=C(C=C1)F)F)O)=O